[O-]S(=O)(=O)C(F)(F)F.[Ti+4].[O-]S(=O)(=O)C(F)(F)F.[O-]S(=O)(=O)C(F)(F)F.[O-]S(=O)(=O)C(F)(F)F titanium (triflate)